C(C)C(C1=CC=C(C=C1)O)P([O-])([O-])=O.[Ni+2] nickel (ethyl 4-hydroxybenzylphosphonate)